tert-butyl ((S)-2-((1S,2S,5R)-1-hydroxy-2-isopropyl-5-methylcyclohexane-1-carboxamido)-1-phenylethyl)carbamate O[C@@]1([C@@H](CC[C@H](C1)C)C(C)C)C(=O)NC[C@H](C1=CC=CC=C1)NC(OC(C)(C)C)=O